(dimethylamino)hafnium (iv) CN(C)[Hf+3]